(5-bromo-2-(((3s,4s)-4-methoxypyrrolidin-3-yl)amino)-3-nitrophenyl)((2s,6r)-2,6-dimethylmorpholino)methanone BrC=1C=C(C(=C(C1)C(=O)N1C[C@@H](O[C@@H](C1)C)C)N[C@H]1CNC[C@@H]1OC)[N+](=O)[O-]